5-Amino-3-[2-fluoro-4-[2-[[3-(3-methyl-1-bicyclo[1.1.1]pentanyl)isoxazol-5-yl]amino]-2-oxoethyl]phenyl]-1-isopropyl-pyrazole-4-carboxamide NC1=C(C(=NN1C(C)C)C1=C(C=C(C=C1)CC(=O)NC1=CC(=NO1)C12CC(C1)(C2)C)F)C(=O)N